E-phenanthroline N1=CC=CC2=CC=C3C=CC=NC3=C12